C(C=C)(=O)OC=1N=C(C=2CCN(CC2C1C#N)CC1=CC=CC=C1)N1CCN(CC1)C(C=C)=O 1-(4-acryloylpiperazin-1-yl)-6-benzyl-4-cyano-5,6,7,8-tetrahydro-2,6-naphthyridin-3-yl acrylate